1-(cis-3-methyl-6-azabicyclo[3.1.1]hept-1-yl)ethan-1-ol CC1CC2(NC(C1)C2)C(C)O